3,5,7,4'-tetrahydroxy-3',8-dimethoxyflavone OC1=C(OC2=C(C(=CC(=C2C1=O)O)O)OC)C1=CC(=C(C=C1)O)OC